propyl-3,4,5-trihydroxybenzoate (propyl 3,4,5-trihydroxybenzoate) C(CC)C1=C(C(=O)O)C=C(C(=C1O)O)O.C(CC)OC(C1=CC(=C(C(=C1)O)O)O)=O